2-(benzo[d][1,3]dioxol-6-yl)-5-hydroxynaphthalene-1,4-dione O1COC2=C1C=C(C=C2)C=2C(C1=CC=CC(=C1C(C2)=O)O)=O